methoxymethyl-(triphenylphosphonium) chloride [Cl-].COC[P+](C1=CC=CC=C1)(C1=CC=CC=C1)C1=CC=CC=C1